4-(aminomethyl)indole NCC1=C2C=CNC2=CC=C1